5-(2,6-dichlorophenyl)-2-(2,4-difluorophenoxy)-3-morpholino-6H-pyrimido[1,6-b]pyridazin-6-one ClC1=C(C(=CC=C1)Cl)C=1C(N=CN2N=C(C(=CC21)N2CCOCC2)OC2=C(C=C(C=C2)F)F)=O